C([C@H](O)C)(=O)[O-].[Sr+2].C([C@H](O)C)(=O)[O-] strontium D-lactate